5-cyclopropyl-2,5-dihydro-4H-pyrazolo[4,3-c]pyridin-4-one C1(CC1)N1C(C=2C(C=C1)=NNC2)=O